Cl.NCCOCCOCCOCCOCCC1=CC=CC=2N(C(N(C21)C)=O)C2C(NC(CC2)=O)=O 3-[4-(14-amino-3,6,9,12-tetraoxatetradecan-1-yl)-3-methyl-2-oxo-1,3-benzodiazol-1-yl]piperidine-2,6-dione hydrochloride